tert-butyl (4-((4-(4-(4-(2-((tert-butoxycarbonyl)amino)-2-methylpropanoyl)piperazine-1-carboxamido)-2-oxopyrimidin-1(2H)-yl)benzyl)amino)-2-methoxycyclohexyl)carbamate C(C)(C)(C)OC(=O)NC(C(=O)N1CCN(CC1)C(=O)NC1=NC(N(C=C1)C1=CC=C(CNC2CC(C(CC2)NC(OC(C)(C)C)=O)OC)C=C1)=O)(C)C